[W].[Cu].C(C=C)(=O)N1C[C@@H](N(CC1)C(=O)C1=C(C(=C(C(=C1)Cl)C1=C(C=CC=C1OC)F)F)NC(C1=CC=C(C(=O)NC)C=C1)=O)C N1-(4-((S)-4-acryloyl-2-methylpiperazine-1-carbonyl)-6-chloro-2,2'-difluoro-6'-methoxy-[1,1'-biphenyl]-3-yl)-N4-methyl-terephthalamide copper-tungsten